5-propyl-3-[1-[2-[1-cyclohexylmethyl-1H-pyrazol-4-yl]ethyl]-4-piperidinyl]-1H-indole C(CC)C=1C=C2C(=CNC2=CC1)C1CCN(CC1)CCC=1C=NN(C1)CC1CCCCC1